N-(6-(4-((S)-2,2-difluoro-1-hydroxyethyl)piperidin-1-yl)-2-((R)-2-fluoro-3-hydroxy-3-methylbutyl)-1-oxoisoindolin-5-yl)pyrazolo[1,5-a]pyrimidine-3-carboxamide FC([C@@H](O)C1CCN(CC1)C1=C(C=C2CN(C(C2=C1)=O)C[C@H](C(C)(C)O)F)NC(=O)C=1C=NN2C1N=CC=C2)F